4-isobutyl-8-benzylaminocarbonyl-2-isobutyl-4,9-diazatricyclo[5.3.1.03,8]Undec-9-ene C(C(C)C)N1C2C(C3C=NC2(C(CC1)C3)C(=O)NCC3=CC=CC=C3)CC(C)C